O=C(CCC(=O)OC[C@@H]1CN(C[C@@H](O1)N1C(NC(C(=C1)C)=O)=O)C(C1=CC=CC=C1)(C1=CC=CC=C1)C1=CC=CC=C1)N1CCN(CC1)C(CCCCCCCCCCCCCCCCC)=O {(2S,6R)-6-(5-methyl-2,4-dioxo-3,4-dihydropyrimidin-1(2H)-yl)-4-tritylmorpholin-2-yl}methyl 4-oxo-4-(4-stearoylpiperazin-1-yl)butanoate